N-(p-benzoylphenyl)acrylamide C(C1=CC=CC=C1)(=O)C1=CC=C(C=C1)NC(C=C)=O